C(C)(C)NC(OC(C(F)(F)F)(C)[C@]1(CN(CC1)C(C)(C)C=1C=NC(=CC1)C)CCC=1SC(=CC1)F)=O |o1:12| 1,1,1-trifluoro-2-((R or S)-3-(2-(5-fluoro-thiophen-2-yl)ethyl)-1-(2-(6-methylpyridin-3-yl)propan-2-yl)pyrrolidin-3-yl)propan-2-yl isopropylcarbamate